S(C)(=O)(=O)O.S(C)(=O)(=O)O.S(=O)(=O)(C)NS(=O)(=O)C dimesylamine dimesylate salt